4-(((6-(((4-acetoxybutyl)(methoxy)phosphoryl)oxy)-3'-methyl-4-pentyl-[1,1'-biphenyl]-2-yl)oxy)(methoxy)phosphoryl)butyl acetate C(C)(=O)OCCCCP(=O)(OC)OC1=C(C(=CC(=C1)CCCCC)OP(=O)(OC)CCCCOC(C)=O)C1=CC(=CC=C1)C